4'-methoxytrityl chloride COC1=CC=C(C(C2=CC=CC=C2)(C2=CC=CC=C2)Cl)C=C1